ClC=1C=C(OCC(=O)NC23CC(C2)(C3)NC(OCC3=CC(=CC=C3)Cl)=O)C=CC1Cl (3-chlorophenyl)methyl {3-[2-(3,4-dichlorophenoxy)acetamido]-bicyclo[1.1.1]pentan-1-yl}carbamate